NC1=NC=C(C2=C1C=NN2)NC(=O)C(=O)N(C(C)C2=C(C=C(C=C2)C(C(F)(F)F)(F)F)F)CC N-(4-amino-1H-pyrazolo[4,3-c]pyridin-7-yl)-N'-ethyl-N'-[1-[2-fluoro-4-(1,1,2,2,2-pentafluoroethyl)phenyl]ethyl]oxamide